(E)-(4-(6-methylpyridin-3-yl)-4-oxobut-2-en-1-yl)carbamic acid tert-butyl ester C(C)(C)(C)OC(NC\C=C\C(=O)C=1C=NC(=CC1)C)=O